Cl.C(C)[C@H]1OC2=C(CNC1)C=1CCCCC1C=C2 (R)-4-ethyl-1,2,3,4,8,9,10,11-octahydronaphtho[1,2-f][1,4]oxazepine hydrochloride